formamidine bromide [Br-].C(=N)N